COC1=CC=C(C=CC(=O)N2C=NC=C2)C=C1 1-(p-methoxycinnamoyl)imidazole